methyl 1-[4-[3-[3-methyl-4-[[(1R)-1-phenylethoxy]carbonylamino] isoxazol-5-yl]azetidin-1-yl]phenyl]cyclopropanecarboxylate CC1=NOC(=C1NC(=O)O[C@H](C)C1=CC=CC=C1)C1CN(C1)C1=CC=C(C=C1)C1(CC1)C(=O)OC